2-(4-hydroxypiperidin-1-yl)-5-nitrobenzonitrile OC1CCN(CC1)C1=C(C#N)C=C(C=C1)[N+](=O)[O-]